4-(5-(methoxymethyl)-3-nitropyridin-2-yl)piperazine-1-carboxylic acid tert-butyl ester C(C)(C)(C)OC(=O)N1CCN(CC1)C1=NC=C(C=C1[N+](=O)[O-])COC